NCC#CC1=C(C(=O)OC)C=CC(=C1)C(NCC#CCNC(C[C@H]1C=2N(C3=C(C(=N1)C1=CC=C(C=C1)Cl)C(=C(S3)C)C)C(=NN2)C)=O)=O methyl (S)-2-(3-aminoprop-1-yn-1-yl)-4-((4-(2-(4-(4-chlorophenyl)-2,3,9-trimethyl-6H-thieno[3,2-f][1,2,4]triazolo[4,3-a][1,4]diazepin-6-yl)acetamido)but-2-yn-1-yl)carbamoyl)benzoate